2-(5-fluoro-2-nitrophenyl)-4,4,5,5-tetramethyl-1,3,2-dioxaborolane FC=1C=CC(=C(C1)B1OC(C(O1)(C)C)(C)C)[N+](=O)[O-]